N-[[3-chloro-2-[2-(hydroxymethyl)phenyl]sulfanyl-phenyl]methyl]-2-methyl-propane-2-sulfinamide ClC=1C(=C(C=CC1)CNS(=O)C(C)(C)C)SC1=C(C=CC=C1)CO